Cl.NC/C(/CS(=O)(=O)C=1C=C(C(=O)N)C=CC1)=C\F (E)-3-((2-(aminomethyl)-3-fluoroallyl)sulfonyl)benzamide hydrochloride